[BH4-].[Eu+3].[BH4-].[BH4-] Europium borohydride